C(C1=CC=CC=C1)OC(CC[C@H]1C(NC2(C(N1)=O)CCN(CC2)C(=O)OC(C)(C)C)=O)=O tert-butyl (3S)-3-[3-(benzyloxy)-3-oxopropyl]-2,5-dioxo-1,4,9-triazaspiro[5.5]undecane-9-carboxylate